C(C)(C)(C)OC(NC1CN(CCC12CCN(CC2)C2=NC=C(N=C2)SC2=C(C(=NC=C2)N)Cl)C2=NC=C(C=N2)N2CCOCC2)=O (9-(5-((2-Amino-3-chloropyridin-4-yl)thio)pyrazin-2-yl)-3-(5-morpholinopyrimidin-2-yl)-3,9-diazaspiro[5.5]undec-1-yl)carbamic acid tert-butyl ester